2-bromo-1-pyrenyl-ethanone BrCC(=O)C1=CC=C2C=CC3=CC=CC4=CC=C1C2=C34